C(C)(C)(C)OC(C(CCCC)CC)=O t-butyl-2-ethylhexanoate